NC=1C=C(C=CC1)S(=O)(=O)NC(=O)C=1C(=NC(=CC1)C(C)(C)C)N(C1=CC=CC=C1)C N-(3-Aminophenyl)sulfonyl-6-tert-butyl-2-(N-methylanilino)pyridin-3-carboxamid